C(C)(C)(C)C1=NN(C(=C1)NC(=O)NC1=C(C=C(C=C1)OC1=CC=NC=2NC(C=NC21)=O)F)C2=CC=CC=C2 1-(3-(tert-butyl)-1-phenyl-1H-pyrazol-5-yl)-3-(2-fluoro-4-((3-oxo-3,4-dihydropyrido[2,3-b]pyrazin-8-yl)oxy)phenyl)urea